N[C@H]1[C@@H]2N(C[C@H]1CC2)C(=O)C2=CC1=C(N(C(=N1)C=1N(C3=C(C=CC=C3C1)C1CCN(CC1)C(=O)N)CC1CC1)C)C(=C2)OC 4-(2-(5-((1R,4R,7R)-7-amino-2-azabicyclo[2.2.1]heptane-2-carbonyl)-7-methoxy-1-methyl-1H-benzo[d]imidazol-2-yl)-1-(cyclopropylmethyl)-1H-indol-7-yl)piperidine-1-carboxamide